(R)-4,4-difluoro-cyclohexanecarboxylic acid [1-(2-hydroxycarbamoyl-1-naphthalen-2-ylmethyl-ethyl)-1H-[1,2,3]triazol-4-ylmethyl]-amide ONC(=O)C[C@@H](CC1=CC2=CC=CC=C2C=C1)N1N=NC(=C1)CNC(=O)C1CCC(CC1)(F)F